4,4'-(1,4-phenylene)bispyridine C1(=CC=C(C=C1)C1=CC=NC=C1)C1=CC=NC=C1